FC(C1=CC=C(C=N1)N1NCCCC1)(F)F 1-[6-(trifluoromethyl)pyridin-3-yl]-tetrahydropyridazine